(2S)-2-{3-[3-(thiophen-2-yl)pyrazolo[1,5-a]pyrimidin-5-yl]phenoxy}propyl methanesulfonate CS(=O)(=O)OC[C@H](C)OC1=CC(=CC=C1)C1=NC=2N(C=C1)N=CC2C=2SC=CC2